C(#N)C1=C(C=CC=C1)C1=CC=C(C=C1)[C@H](CO)NC(=O)NC=1N=C(SC1)C#C (R)-1-(1-(2'-cyano-[1,1'-biphenyl]-4-yl)-2-hydroxyethyl)-3-(2-ethynylthiazol-4-yl)urea